1-[2-(2-oxo-1,2-dihydropyridin-3-yl)acetyl]pyrrolidine-2-carboxamide O=C1NC=CC=C1CC(=O)N1C(CCC1)C(=O)N